OCCCCC/C=C/CCCCCCCCC(=O)OCC ethyl (E)-16-hydroxyhexadec-10-enoate